CN1C(=CC2=CC=CC=C12)CNCC(=O)O 2-{[(1-methyl-1H-indol-2-yl)methyl]amino}acetic acid